C(C1=CC=CC=C1)O[C@H]1[C@@H]([C@@H](O[C@]1(CCCNC(=O)OC(C)(C)C)COCC1=CC=CC=C1)N1C(NC(C(=C1)C)=O)=O)OS(=O)(=O)C(F)(F)F 1-{3-O-Benzyl-4-[(benzyloxy)methyl]-7-[(tert-butoxycarbonyl)amino]-5,6,7-trideoxy-2-O-[(trifluoromethyl)sulfonyl]-α-L-xylo-heptofuranosyl}-5-methylpyrimidine-2,4(1H,3H)-dione